[N+](=O)([O-])C=1C(=NC=CC1)N1CCN(CC1)[C@H]1CC2(CN(C2)C(=O)OCC)CC1 ethyl (6R)-6-[4-(3-nitro-2-pyridyl) piperazin-1-yl]-2-azaspiro[3.4]-octane-2-carboxylate